C(C)(C)(C)OC(=O)NC1=CC=C(C=C1)[C@H]1N(CCC[C@H]1C(=O)OCC)Cl ethyl (2S,3R)-2-(4-((tert-butoxycarbonyl)amino)phenyl)-1-chloropiperidine-3-carboxylate